BrC1=C(C=CC(=C1)C)CC(=O)N1S(C[C@]23[C@@H]1C[C@H](CC2)C3(C)C)(=O)=O 2-(2-bromo-4-methylphenyl)-1-((3aR,6S,7aS)-8,8-dimethyl-2,2-dioxidotetrahydro-3H-3a,6-methanobenzo[c]isothiazol-1(4H)-yl)ethan-1-one